C(CCC)NC=1N=CC2=C(N1)N(C=C2C2=CC=C(C=C2)CN2CCN(CC2)C)C2CCC(CC2)O 4-(2-(butylamino)-5-(4-((4-methylpiperazin-1-yl)methyl)phenyl)-7H-pyrrolo[2,3-d]pyrimidin-7-yl)cyclohexan-1-ol